Cl.FC1=C(C=CC=C1O[C@H]1CN(CC1)CCCF)C1=C(CCCC2=C1C=CC(=C2)C(=O)O)C2=CC=CC=C2 (R)-9-(2-fluoro-3-((1-(3-fluoropropyl)pyrrolidin-3-yl)oxy)phenyl)-8-phenyl-6,7-dihydro-5H-benzo[7]annulene-3-carboxylic acid, hydrochloride